[Sn].[Cu].[Fe].[Co] cobalt iron copper tin